(S,E)-1-methyl-5-((7-morpholino-5-(2-(1-(m-tolyl)ethylidene)hydrazinyl)-3H-imidazo[4,5-b]pyridin-3-yl)methyl)pyrrolidin-2-one CN1C(CC[C@H]1CN1C=NC=2C1=NC(=CC2N2CCOCC2)N/N=C(\C)/C=2C=C(C=CC2)C)=O